2-{5-O-[Bis(4-methoxyphenyl)(phenyl)methyl]-2-deoxy-2-fluoro-β-D-ribofuranosyl}-2,7,8,9-tetrahydro-6-thia-2,3,5-triazabenzo[cd]azulene COC1=CC=C(C=C1)C(OC[C@@H]1[C@H]([C@H]([C@@H](O1)N1C=C2CCCSC=3C2=C1N=CN3)F)O)(C3=CC=CC=C3)C3=CC=C(C=C3)OC